COC1=CC=C(C=C1)CNC(=O)NC1=CC=C(C=C1)CC(=O)NCC1=CN=NC=C1 2-[4-({N-[(4-methoxyphenyl)methyl]carbamoyl}amino)phenyl]-N-(pyridazin-4-ylmethyl)acetamide